NC=1C=CC(=C2CN(C(C12)=O)/C=C(/C(=O)OCC)\C)C=1C=C2C(=NNC2=CC1)C1=CC=CC=C1 ethyl (2E)-3-[7-amino-1-oxo-4-(3-phenyl-1H-indazol-5-yl)-2,3-dihydro-1H-isoindol-2-yl]-2-methylprop-2-enoate